2,6-dimethoxy-N-(5-(pyridin-2-yloxy)-3,4-dihydro-2H-chromeno[8,7-d]isoxazol-9-yl)benzenesulfonamide COC1=C(C(=CC=C1)OC)S(=O)(=O)NC1=NOC=2C1=C1OCCCC1=C(C2)OC2=NC=CC=C2